C(C)(=O)N1CCN(CC1)C1=CC=C(C=C1)NC=1N=CC=2C(N(C=3N(C2N1)C=CN3)C3=C(C=CC=C3Cl)Cl)=O 2-{[4-(4-acetylpiperazin-1-yl)phenyl]amino}-6-(2,6-dichlorophenyl)imidazo[1,2-a]pyrimido[5,4-e]pyrimidin-5(6H)-one